(S)-N-(thieno[3,2-b]pyridin-5-ylmethyl)-1-(2-(4-(trifluoromethyl)phenyl)-2H-pyrazolo[3,4-d]pyrimidin-4-yl)piperidine-3-carboxamide S1C=CC2=NC(=CC=C21)CNC(=O)[C@@H]2CN(CCC2)C=2C=1C(N=CN2)=NN(C1)C1=CC=C(C=C1)C(F)(F)F